C(C)(C)C1CC2=C(O1)C(C1=CC=C(C=C1C2=O)C)=O 2-isopropyl-6-methyl-2,3-dihydronaphtho[2,3-b]furan-4,9-dione